3,3,6,6-tetramethylcyclohexanedione CC1(C(C(C(CC1)(C)C)=O)=O)C